FC1=C(CNC2=C3N=CN(C3=NC=N2)[C@H]2[C@@H](O)[C@H](O)[C@H](O2)CO)OC=C1 6-(3-fluorofurfurylamino)-9-β-D-arabinofuranosylpurine